ClC=1C=C(C=C(C1F)Cl)[C@]1(CC(=NO1)C1=CC(=C(C(=O)N[C@H]2C(N(OC2)CC)=O)C=C1)C)C(F)(F)F 4-((R)-5-(3,5-dichloro-4-fluorophenyl)-5-(trifluoromethyl)-4,5-dihydroisoxazol-3-yl)-N-((R)-2-ethyl-3-oxoisoxazolidin-4-yl)-2-methylbenzamide